(R)-N-(3-(1-((2-amino-5-chloropyridin-3-yl)oxy)ethyl)phenyl)-3-ethynylbenzamide NC1=NC=C(C=C1O[C@H](C)C=1C=C(C=CC1)NC(C1=CC(=CC=C1)C#C)=O)Cl